6-[5-[(1R)-1-(3,5-dichloro-4-pyridyl)ethoxy]-1H-indazol-3-yl]-1'-ethylspiro[4H-1,3-benzodioxine-2,4'-piperidine] ClC=1C=NC=C(C1[C@@H](C)OC=1C=C2C(=NNC2=CC1)C1=CC2=C(OC3(CCN(CC3)CC)OC2)C=C1)Cl